6-(1-methyl-2-(pyrimidin-2-yl)cyclobutyl)-4-oxo-1-(1-(6-(trifluoromethyl)pyridin-3-yl)ethyl)-4,5-dihydro-1H-pyrazolo[3,4-d]pyrimidine-3-carbonitrile CC1(C(CC1)C1=NC=CC=N1)C=1NC(C2=C(N1)N(N=C2C#N)C(C)C=2C=NC(=CC2)C(F)(F)F)=O